2-(3-(8-Amino-6-(5-(methylsulfonyl)pyridin-3-yl)imidazo[1,2-a]pyrazin-3-yl)-4-methylphenyl)-1,1-difluoropropan-2-ol NC=1C=2N(C=C(N1)C=1C=NC=C(C1)S(=O)(=O)C)C(=CN2)C=2C=C(C=CC2C)C(C(F)F)(C)O